C1(CCCCC1)S(=O)(=O)NC1=CC=C(C=C1)C=1C2=C(N=CN1)NC=C2 4-(4-(cyclohexanesulfonamido)phenyl)-7H-pyrrolo[2,3-d]pyrimidin